{6-[3-(2-chloro-5-fluorophenyl)-4-methyl-1-pyrazolyl]-2-aza-2-spiro[3.3]heptyl}(2-fluoro-5-hydroxyphenyl)methanone ClC1=C(C=C(C=C1)F)C1=NN(C=C1C)C1CC2(CN(C2)C(=O)C2=C(C=CC(=C2)O)F)C1